(S)-6-(2-(1-cyclopropyl-1H-pyrazol-4-yl)morpholino)-8-(2-fluoro-4-(trifluoromethyl)phenyl)-2,3-dimethylpyrimido[5,4-d]pyrimidin-4(3H)-one C1(CC1)N1N=CC(=C1)[C@@H]1OCCN(C1)C=1N=C(C=2N=C(N(C(C2N1)=O)C)C)C1=C(C=C(C=C1)C(F)(F)F)F